4-(2-((5,7-dimethyl-1H-indol-4-yl)methyl)-2-azabicyclo[2.2.1]heptan-3-yl)benzoic acid CC=1C(=C2C=CNC2=C(C1)C)CN1C2CCC(C1C1=CC=C(C(=O)O)C=C1)C2